O1C=CC2=C1C(=CC=C2)O[C@@H](CCNC)C2=COC=C2 (S)-3-(benzofuran-7-yloxy)-N-methyl-3-(furan-3-yl)propan-1-amine